C1(=C(C(=CC(=C1)C)C)C1C2=CC=CC=C2N(C=2C=CC=CC12)C1=CC=CC=C1)C 9-mesityl-10-phenylacridine